5-(3-(azetidin-3-yl)prop-1-yn-1-yl)-2-(2,6-dioxopiperidin-3-yl)isoindoline-1,3-dione N1CC(C1)CC#CC=1C=C2C(N(C(C2=CC1)=O)C1C(NC(CC1)=O)=O)=O